(3S)-N-cyclobutyl-3-{[1-cyclopentyl-5-(2,6-dimethoxyphenyl)-1H-pyrazol-3-yl]formamido}-5-(piperidin-1-yl)pentanamide C1(CCC1)NC(C[C@H](CCN1CCCCC1)NC(=O)C1=NN(C(=C1)C1=C(C=CC=C1OC)OC)C1CCCC1)=O